C(OCC1=CC=C(C=C1)NC([C@H](CCCNC(N)=O)NC([C@H](CC(C)C)NC(=O)OCC1C2=CC=CC=C2C=2C=CC=CC12)=O)=O)(OC1=CC=C(C=C1)[N+](=O)[O-])=O {4-[(2S)-5-(carbamoylamino)-2-[(2S)-2-({[(9H-fluoren-9-yl)methoxy]carbonyl}amino)-4-methylpentanamido]pentanamido]phenyl}methyl 4-nitrophenyl carbonate